γ-Glutamyl-methionine N[C@@H](CCC(=O)N[C@@H](CCSC)C(=O)O)C(=O)O